C1(NN=CC2=CC=CC=C12)=O diazanaphthalenone